COC1=NC=C(C(=N1)OC)C=1C=C(C=2N(N1)C=CN2)[C@@H]2[C@H](C2)C=2C=CC=1N(C2)C(=NC1)CC(F)(F)F 6-(2,4-dimethoxypyrimidin-5-yl)-8-((1S,2S)-2-(3-(2,2,2-trifluoroethyl)imidazo[1,5-a]pyridin-6-yl)cyclopropyl)imidazo[1,2-b]pyridazine